ClC1=C(CN2C=3N(C4=CC=CC=C4C2=O)C=C(N3)C(=O)NC3=CC=C(C=C3)F)C=CC=C1 4-(2-chlorobenzyl)-N-(4-fluorophenyl)-5-oxo-4,5-dihydroimidazo[1,2-a]quinazoline-2-carboxamide